C(C)(=O)N[C@H]1CN(C[C@@H]([C@@H]1O)O)C(=O)OCC1=CC=CC=C1 benzyl (3S,4R,5S)-3-acetamido-4,5-dihydroxy-piperidine-1-carboxylate